ClC1=NC=2N(C=C1)N=CC2NC(=O)[C@H]2CCN(C1(CC1)C2)C(=O)C2=NNC(=C2)C2=CC(=NC=C2F)OC (S)-N-(5-Chloropyrazolo[1,5-a]pyrimidin-3-yl)-4-(5-(5-fluoro-2-methoxypyridin-4-yl)-1H-pyrazole-3-carbonyl)-4-azaspiro[2.5]octane-7-carboxamide